N1(C=NC2=C1C=CC=C2)C2=CC=C(C=C2)NC(=O)NC2=CC(=NO2)C(C)(C)C 1-(4-benzimidazol-1-yl-phenyl)-3-(3-tert-butyl-isoxazol-5-yl)-urea